tert-butyl N-(5-methyl-3-piperidyl)carbamate CC1CC(CNC1)NC(OC(C)(C)C)=O